C1=NC=CC2=CC=C(C=C12)C[C@@H](C(=O)O)NC (S)-3-(isoquinolin-7-yl)-2-(methylamino)propanoic acid